FC1(CCC(CC1)[C@@H](C(=O)NC1=C(C=CC(=C1)C1(CCOCC1)N1C(NC(C1)C(F)(F)F)=O)O)NC(OCC1=CC=CC=C1)=O)F benzyl ((1S)-1-(4,4-difluorocyclohexyl)-2-((2-hydroxy-5-(4-(2-oxo-4-(trifluoromethyl)imidazolidin-1-yl)tetrahydro-2H-pyran-4-yl)phenyl)amino)-2-oxoethyl)-carbamate